rac-N-[(3S,4R)-7-methyl-6-oxo-4-({[(1s,4S)-4-(prop-1-yn-1-yl)cyclohexyl]oxy}methyl)-1,3,4,6-tetrahydro-2H-quinolizin-3-yl]cyclopropanesulfonamide CC=1C(N2[C@H]([C@H](CCC2=CC1)NS(=O)(=O)C1CC1)COC1CCC(CC1)C#CC)=O |r|